(R)-2-Cyano-N-ethyl-N-(2,2,2-trifluoro-1-(4-fluorophenyl)ethyl)thiazole-5-sulfonamide C(#N)C=1SC(=CN1)S(=O)(=O)N([C@@H](C(F)(F)F)C1=CC=C(C=C1)F)CC